BrC=1C=C(C(=NC1)N)NCC1(CC1)CF 5-Bromo-N3-((1-(fluoromethyl)cyclopropyl)methyl)pyridine-2,3-diamine